(9R,13S)-13-[4-(3-chloro-2,6-difluorophenyl)-6-oxo-1,6-dihydropyrimidin-1-yl]-9-methyl-3,4,7,15-tetraazatricyclo[12.3.1.02,6]Octadeca-1(18),2(6),4,14,16-pentaen-8-one ClC=1C(=C(C(=CC1)F)C=1N=CN(C(C1)=O)[C@H]1CCC[C@H](C(NC=2C=NNC2C=2C=CN=C1C2)=O)C)F